10-((4-(((R)-1-(3-bromophenyl)ethyl)amino)-6-methoxy-2-methylquinazolin-7-yl)oxy)-N-((5-(2,6-dioxopiperidin-3-yl)-4-oxo-5,6-dihydro-4H-thieno[3,4-c]pyrrol-1-yl)methyl)-decanamide BrC=1C=C(C=CC1)[C@@H](C)NC1=NC(=NC2=CC(=C(C=C12)OC)OCCCCCCCCCC(=O)NCC=1SC=C2C1CN(C2=O)C2C(NC(CC2)=O)=O)C